2-sulfoethyl-methacrylic acid S(=O)(=O)(O)CCC=C(C(=O)O)C